BrC=1C2=CN(N=C2C=CC1)CCCCN1C(C2=CC=CC=C2C1=O)=O 2-[4-(4-bromoindazol-2-yl)butyl]isoindoline-1,3-dione